FC1=C(CN2CCC(CC2)(F)C=C2C(C3=CC(=C(C=C3C2)OC)OC)=O)C=CC=C1 2-((1-(2-fluorobenzyl)-4-fluoropiperidin-4-yl)methylene)-5,6-dimethoxy-2,3-dihydro-1-indenone